O=C1C=CNC=C1C(=O)OCC ethyl 4-oxo-1,4-dihydropyridine-5-carboxylate